C(C)(C)(C)OC(=O)N(C1=C2C(=NC(=N1)Cl)N(N=C2)[C@@H]2O[C@@H](C([C@H]2CC(=O)[O-])(CO)O)CO[Si](C)(C)C(C)(C)C)C(=O)OC(C)(C)C (2R,3R,5R)-2-(4-(bis(tert-butoxycarbonyl)amino)-6-chloro-1H-pyrazolo[3,4-d]pyrimidin-1-yl)-5-(((tert-butyldimethylsilyl)oxy)methyl)-4-hydroxy-4-(hydroxymethyl)tetrahydrofuran-3-acetate